(2-aminoethyl)-3-aminopropyl-silanetriol NCCO[Si](O)(O)CCCN